FC1=C(C=C(C=C1)N1N=C(C=C1)CC(=O)NC=1SC(=CN1)C(F)(F)F)OC 2-[1-(4-fluoro-3-methoxyphenyl)-1H-pyrazol-3-yl]-N-[5-(trifluoromethyl)-1,3-thiazol-2-yl]acetamide